3-buten-1-yl-tin tri(methoxide) C[O-].C[O-].C[O-].C(CC=C)[Sn+3]